4-((2S,3R,4R,5S)-3-(3-methoxypyridin-2-yl)-4,5-dimethyl-5-(trifluoromethyl)tetrahydrofuran-2-carboxamido)picolinamide COC=1C(=NC=CC1)[C@@H]1[C@H](O[C@@]([C@@H]1C)(C(F)(F)F)C)C(=O)NC1=CC(=NC=C1)C(=O)N